(R)-4-((4-(3-(2-hydroxypropan-2-yl)piperidin-1-yl)phenyl)amino)-7-(1-methyl-1H-imidazol-5-yl)-1,2-dihydro-3H-pyrrolo(3,4-c)pyridin-3-one OC(C)(C)[C@H]1CN(CCC1)C1=CC=C(C=C1)NC1=NC=C(C2=C1C(NC2)=O)C2=CN=CN2C